FC=1C=C(OC=2C=CC(=NC2)NC(=O)[C@H]2C(C2)(C)C)C=CC1F (1R)-N-[5-(3,4-difluorophenoxy)-2-pyridinyl]-2,2-dimethyl-cyclopropanecarboxamide